benzyl-3,8-diazabicyclo[3.2.1]octane TFA salt OC(=O)C(F)(F)F.C(C1=CC=CC=C1)C12CNCC(CC1)N2